CCCCCCCCCCCCCCCCOC[C@H](COP(=O)([O-])OCC[NH3+])OC(=O)C The molecule is a 2-acyl-1-alkyl-sn-glycero-3-phosphoethanolamine zwitterion in which the alkyl and the acyl groups at positions 1 and 2 are hexadecyl and acetyl respectively; major species at pH 7.3. It is a tautomer of a 1-hexadecyl-2-acetyl-sn-glycero-3-phosphoethanolamine.